3-((tert-butoxycarbonyl)(cyclopropyl)amino)pyridine C(C)(C)(C)OC(=O)N(C=1C=NC=CC1)C1CC1